N1=CC=C2N1C=C(C=N2)C=O pyrazolo[1,5-a]pyrimidine-6-carbaldehyde